1,5-anhydro-2,4-dideoxy-2-(5-methyl-1-oxo-6-(4-(1H-pyrazol-1-yl)benzyl)-1,3-dihydro-2H-isoindol-2-yl)-L-threo-pentitol CC=1C=C2CN(C(C2=CC1CC1=CC=C(C=C1)N1N=CC=C1)=O)[C@H]1COCC[C@@H]1O